fluoro-3-oxo-2,3-dihydro-1H-isoindol FC1NC(C2=CC=CC=C12)=O